N-(4-(1-(azetidin-3-ylmethyl)-1H-pyrazol-4-yl)phenyl)-N-((1r,4r)-4-(quinazolin-2-ylamino)cyclohexyl)acetamide N1CC(C1)CN1N=CC(=C1)C1=CC=C(C=C1)N(C(C)=O)C1CCC(CC1)NC1=NC2=CC=CC=C2C=N1